BrC=1C=C2C(=C(NC2=CC1)C=1C(=NC=CC1)[C@H](C)OC)CC(C(=O)OCC)(C)C ethyl (S)-3-(5-bromo-2-(2-(1-methoxyethyl)pyridin-3-yl)-1H-indol-3-yl)-2,2-dimethylpropanoate